3-(3-(4-((5-fluoropyridin-2-yl)oxy)benzyl)isoxazol-5-yl)pyridin-2-amine FC=1C=CC(=NC1)OC1=CC=C(CC2=NOC(=C2)C=2C(=NC=CC2)N)C=C1